3-Morpholinosulfonylbenzoic acid [(2R)-3-(1-ethyl-8-oxo-spiro[6,7-dihydro-4H-pyrazolo[3,4-c]azepin-5,4'-tetrahydropyran]-3-yl)-2-methyl-propyl] ester C(C)N1N=C(C2=C1C(NCC1(CCOCC1)C2)=O)C[C@H](COC(C2=CC(=CC=C2)S(=O)(=O)N2CCOCC2)=O)C